1-(4-carboxyphenyl)-pyrazole-3,4-dicarboxylic acid C(=O)(O)C1=CC=C(C=C1)N1N=C(C(=C1)C(=O)O)C(=O)O